C(C)C=1C=CC=C2C=CC=C(C12)N1CC=2N=C(N=C(C2CC1)N1CCCCC1)OCC12CCCN2CCC1 7-(8-ethylnaphthalen-1-yl)-2-((hexahydro-1H-pyrrolizin-7a-yl)methoxy)-4-(piperidin-1-yl)-5,6,7,8-tetrahydropyrido[3,4-d]pyrimidine